1,3-diamino-2-propyl tert-butyl ether C(C)(C)(C)OC(CN)CN